C1=CCCC12CCCC2 spiro[4.4]-1-nonene